COC([C@H](C[C@H]1C(NCC1)=O)NC(=O)C1N(CC2(C1)CCCCC2)C(=O)OC(C)(C)C)=O tert-butyl 3-(((S)-1-methoxy-1-oxo-3-((S)-2-oxopyrrolidin-3-yl)propan-2-yl)carbamoyl)-2-azaspiro[4.5]decane-2-carboxylate